2-(methylthiomethoxymethyl)benzoic acid CSCOCC1=C(C(=O)O)C=CC=C1